N-[(1S)-5-[2-(2-aminopyridin-3-yl)-5-(pyrazol-1-yl)imidazo[4,5-b]pyridin-3-yl]-2,3-dihydro-1H-inden-1-yl]-6-(pyridin-2-yl)-6-azaspiro[3.4]octan-2-amine NC1=NC=CC=C1C1=NC=2C(=NC(=CC2)N2N=CC=C2)N1C=1C=C2CC[C@@H](C2=CC1)NC1CC2(C1)CN(CC2)C2=NC=CC=C2